BrC=1C=C(C(=[N+](C1)[O-])C)CCC 5-bromo-2-methyl-3-propyl-pyridine-1-oxide